3-[(3R,4S)-4-hydroxytetrahydrofuran-3-yl]-1-methyl-1-[(1S)-1-(4-pyridyl)ethyl]urea O[C@H]1[C@@H](COC1)NC(N([C@@H](C)C1=CC=NC=C1)C)=O